CC1(CN(CCC2=C1C=CC=C2)CC2=CC=CC=C2)C dimethyl-3-benzyl-2,3,4,5-tetrahydro-1H-benzo[d]azepine